C1(CCCCC1)[C@H](C)OC1=C(C(=O)NC2=C(C=CC(=C2)C(F)(F)F)OC)C=C(C(=C1)N1N=C2N(CCCC2)C1=O)F 2-[(1S)-1-cyclohexylethoxy]-5-fluoro-N-[2-methoxy-5-(trifluoromethyl)phenyl]-4-(3-oxo-5,6,7,8-tetrahydro[1,2,4]triazolo[4,3-a]pyridin-2(3H)-yl)benzamide